CC(CCl)OP(=O)(OCCOCCOP(=O)(OC(C)CCl)OC(C)CCl)OC(C)CCl oxydi-2,1-ethanediyl-phosphoric acid tetrakis(2-chloro-1-methylethyl) ester